FC=1C=CC(=C2C=C(NC(C12)=O)CCC(=O)N1CCC(CC1)NC(=O)C1CC1)C N-(1-(3-(8-fluoro-5-methyl-1-oxo-1,2-dihydroisoquinolin-3-yl)propanoyl)piperidin-4-yl)cyclopropanecarboxamide